(+)-4-amino-1-(2-chlorophenyl)-7-cyclopropylpyrido[2,3-d]pyrimidin NC=1C2=C(N(CN1)C1=C(C=CC=C1)Cl)N=C(C=C2)C2CC2